C(#N)C1=CC=C(C=C1)C(C(=O)OCC)C(C)=O ethyl 2-(4-cyanophenyl)-3-oxobutanoate